ClC1=C(C(=O)NC2=C3C=NN(C3=CC=C2)C2=CC(=CC=C2)OC(F)(F)F)C=C(C=C1)CNC(C(CO)(C)C)=O 2-chloro-5-{[(3-hydroxy-2,2-dimethylpropionyl)amino]methyl}-N-{1-[3-(trifluoromethoxy)phenyl]-1H-indazol-4-yl}benzamide